CCCCCCCCCCCC(=O)O[C@H](COC(=O)CCCCCCCCC/C=C\C/C=C\CCCCC)COP(=O)([O-])OCC[N+](C)(C)C 1-(11Z,14Z-eicosadienoyl)-2-dodecanoyl-glycero-3-phosphocholine